FC=1C=C(C#N)C=CC1C=1C2=C(N=C(N1)N1C[C@@H](O[C@@H](C1)C)C1=CC(=NC=C1)OC)C(N(C(=N2)C(F)(F)F)C)=O 3-fluoro-4-(2-((2S,6R)-2-(2-methoxypyridin-4-yl)-6-methylmorpholino)-7-methyl-8-oxo-6-(trifluoromethyl)-7,8-dihydropyrimido[5,4-d]pyrimidin-4-yl)benzonitrile